5-[4-amino-5-(trifluoromethyl)pyrrolo[2,1-f][1,2,4]triazin-7-yl]-N-[(3R,4S)-4-fluoro-1-(2-methoxy-5-methylbenzenesulfonyl)pyrrolidin-3-yl]-2-methoxypyridine-3-carboxamide NC1=NC=NN2C1=C(C=C2C=2C=C(C(=NC2)OC)C(=O)N[C@@H]2CN(C[C@@H]2F)S(=O)(=O)C2=C(C=CC(=C2)C)OC)C(F)(F)F